C(C1=CC=CC=C1)O[C@H]1[C@@H](O[C@@H]([C@H]1OCC1=CC=CC=C1)COCC1=CC=CC=C1)C1=COC2=C1N=CN=C2Cl 7-[(2S,3S,4R,5R)-3,4-bis(benzyloxy)-5-[(benzyloxy)methyl]oxolan-2-yl]-4-chlorofuro[3,2-d]pyrimidine